CC(C[C@@H](C(=O)O)N1C2=C(OC(C1=O)(F)F)C=C(C(=C2)C2=C(C(=C(C(=C2F)F)F)F)F)F)C (S)-4-methyl-2-(2,2,7-trifluoro-3-oxo-6-(perfluorophenyl)-2,3-dihydro-4H-benzo[b][1,4]oxazin-4-yl)pentanoic acid